5-methoxy-N-(5-((5-(2-methoxyprop-2-yl)pyridin-2-yl)methoxy)-1,3,4-thiadiazol-2-yl)-2,6-dimethyl-(4,4-bipyridine)-3-carboxamide COC=1C(=C(C(=NC1C)C)C(=O)NC=1SC(=NN1)OCC1=NC=C(C=C1)C(C)(C)OC)C1=CC=NC=C1